C(C)(C)(C)[C@H]1N2C(C=3N(C1)N=C(C3Cl)OCCCOC)=CC(C(=C2)C(=O)OCC)=O (R)-ethyl 6-(tert-butyl)-1-chloro-2-(3-methoxypropoxy)-10-oxo-6,10-dihydro-5H-pyrazolo[1,5-a]pyrido[2,1-c]pyrazine-9-carboxylate